COC=1C=C(C=C(C1OC)OC)C1=NC(=CC2=C1NC1=CC=CC=C21)NC2=CC(C(C1=CC=CC=C21)=O)=O 4-((1-(3,4,5-trimethoxyphenyl)-9H-pyrido[3,4-b]indol-3-yl)amino)naphthalene-1,2-dione